ClC=1C=CC2=C(C=C(O2)C(C(=O)N[C@@H]([C@@H](C2=CC=C3C=NN(C3=C2)C)O)CN2CCCC2)(F)F)C1 2-(5-chlorobenzofuran-2-yl)-2,2-difluoro-N-((1r,2r)-1-hydroxy-1-(1-methyl-1H-indazol-6-yl)-3-(pyrrolidin-1-yl)propan-2-yl)acetamide